(3S)-1-isopropylpyrrolidin C(C)(C)N1CCCC1